C[C@H]1[C@H]([C@H]([C@@H]([C@@H](O1)O[C@@H]2[C@H]([C@H]([C@H](O[C@H]2O[C@@H]3[C@H](O[C@H]([C@@H]([C@H]3O)NC(=O)C)O[C@H]4[C@H]([C@H](O[C@H]([C@@H]4O)O[C@@H]5[C@H](O[C@H]([C@@H]([C@H]5O)NC(=O)C)O[C@H]6[C@H]([C@H](O[C@H]([C@@H]6O)O[C@@H]7[C@H](O[C@H]([C@@H]([C@H]7O)NC(=O)C)O)CO)CO)O)CO)CO)O)CO)CO)O)O[C@@H]8[C@@H]([C@H]([C@H]([C@H](O8)CO)O)O)NC(=O)C)O)O)O The molecule is an amino oligosaccharide in which an alpha-L-fucosyl residue is linked (1->2) to the mannosyl residue furthest from the reducing end of an alpha-D-GalNAc-(1->3)-beta-D-Gal-(1->4)-beta-D-GlcNAc-(1->3)-beta-D-Gal-(1->4)-beta-D-GlcNAc-(1->3)-beta-D-Gal-(1->4)-beta-D-GlcNAc linear heptasaccharide. It is a galactosamine oligosaccharide, a glucosamine oligosaccharide and an amino oligosaccharide.